C(C)(C)(C)OC(C(C)(C)OC=1C=C(C=CC1)N1C[C@H](CCC1)C(=O)OCC)=O Ethyl (S)-1-(3-((1-(tert-butoxy)-2-methyl-1-oxopropan-2-yl)oxy)phenyl)piperidine-3-carboxylate